ethylene disulfide bis(2-mercaptopropionate) SC(C(=O)O)C.SC(C(=O)O)C.C1CSS1